CC=1C=CC(=NC1)CN1N=C2C3=C(CC4(C2=C1)CC4)OC(=C3C(F)(F)F)C(=O)OCC ethyl 2'-[(5-methylpyridin-2-yl)methyl]-8'-(trifluoromethyl)-2',5'-dihydrospiro[cyclopropane-1,4'-furo[2,3-g]indazole]-7'-carboxylate